FC=1C=C(C=CC1F)C=1C=C2CCN(CC2=CC1)CC=1N=C2N(C(=NC=3C(=CC=CC23)F)N)C1 2-((6-(3,4-difluorophenyl)-3,4-dihydroisoquinolin-2(1H)-yl)methyl)-7-fluoroimidazo[1,2-c]quinazolin-5-amine